tert-butyl 9-(4-aminophenyl)-3,9-diazaspiro[5.5]undecane-3-carboxylate NC1=CC=C(C=C1)N1CCC2(CCN(CC2)C(=O)OC(C)(C)C)CC1